ClC1=C(CN2C(N([C@H](C3=CC=C(C=C23)C(=O)NCC2=C(C(=CC=C2)OCCO)F)C)C)=O)C(=CC=C1)F (S)-1-(2-chloro-6-fluorobenzyl)-N-(2-fluoro-3-(2-hydroxyethoxy)benzyl)-3,4-dimethyl-2-oxo-1,2,3,4-tetrahydro-quinazoline-7-carboxamide